6,6-dimethyl-N-{1-[(1r,4r)-4-[4-({5-[(3R)-2,6-dioxopiperidin-3-yl]pyridin-2-yl}oxy)piperidine-1-carbonyl]cyclohexyl]-1H-pyrazol-4-yl}-4,5,6,7-tetrahydro-1H-indazole-3-carboxamide CC1(CCC=2C(=NNC2C1)C(=O)NC=1C=NN(C1)C1CCC(CC1)C(=O)N1CCC(CC1)OC1=NC=C(C=C1)[C@@H]1C(NC(CC1)=O)=O)C